decafluorotriphenylphosphine tert-butyl-(3R,4S)-3-(((benzyloxy)carbonyl)amino)-4-fluoropyrrolidine-1-carboxylate C(C)(C)(C)OC(=O)N1C[C@H]([C@H](C1)F)NC(=O)OCC1=CC=CC=C1.FC1C(C(C(C(C1(P(C1=CC=CC=C1)C1=CC=CC=C1)F)(F)F)(F)F)(F)F)(F)F